2-(4-Chloro-phenyl)-N-(2-ethoxy-4-oxo-4H-quinazolin-3-yl)-propionamide ClC1=CC=C(C=C1)C(C(=O)NN1C(=NC2=CC=CC=C2C1=O)OCC)C